O1C(=CC=C1)C=1C=C(C=CC1)N1C2(OC3=C(C(NC1=O)C2)C=CC=C3)C 3-(3-(furan-2-yl)phenyl)-2-methyl-5,6-dihydro-2H-2,6-methanobenzo[g][1,3,5]oxadiazocine-4(3H)-one